FC(=C)C(F)F 2,3,3-trifluoropropene